C(C)C1=NC=2CC[C@@H](CC2NC1=O)CN1CCC(=CC1)C=1C(=NC(=CC1)C(=O)NC)F (S)-1'-((2-ethyl-3-oxo-3,4,5,6,7,8-hexahydroquinoxalin-6-yl)methyl)-2-fluoro-N-methyl-1',2',3',6'-tetrahydro-[3,4-bipyridine]-6-carboxamide